(6Ar,10aR)-3-(2-adamantylmethyl)-6,6,9-trimethyl-6a,7,10,10a-tetrahydrobenzo[c]chromen-1-ol C12C(C3CC(CC(C1)C3)C2)CC=2C=C(C=3[C@H]1[C@H](C(OC3C2)(C)C)CC=C(C1)C)O